C(C)C=1C=C(C(=NC1OC)CC(CC)NC(OC(C)(C)C)=O)OC tert-butyl (1-(5-ethyl-3,6-dimethoxypyridin-2-yl)butan-2-yl)carbamate